FC=1C=C(C=CC1)S(=O)(=O)OC1=C(C=CC=2CC3N(CC12)CCC=1C=C(C=CC13)OC)OC 3,10-dimethoxy-5,6,7,8,13,13a-hexahydroisoquinolino[2,1-b]isoquinolin-9-yl 3-fluorobenzenesulfonate